4-(1,1,1,3,3,3-hexafluoro-2-hydroxypropan-2-yl)-N,N-dimethylbenzenesulfonamide FC(C(C(F)(F)F)(O)C1=CC=C(C=C1)S(=O)(=O)N(C)C)(F)F